((1S,4R,6R)-6-((5-chloropyridin-2-yl)oxy)-2-azabicyclo[2.2.1]hept-2-yl)(3-fluoro-2-(5-fluoropyrimidin-2-yl)phenyl)methanone ClC=1C=CC(=NC1)O[C@@H]1C[C@@H]2CN([C@H]1C2)C(=O)C2=C(C(=CC=C2)F)C2=NC=C(C=N2)F